(3R,4S)-N-(1-methylisoquinolin-5-yl)-4-phenylpyrrolidine-3-carboxamide dihydrochloride Cl.Cl.CC1=NC=CC2=C(C=CC=C12)NC(=O)[C@H]1CNC[C@@H]1C1=CC=CC=C1